1-bromo-3,6-nonadien BrCCC=CCC=CCC